NC1=NC=CC(=C1)C[C@@H]1[C@H](N(C1=O)C(=O)N[C@H](CC)C1=C(C=CC(=C1)F)F)C(=O)N(C)C1=NN(C=C1)C (2S,3R)-3-((2-aminopyridin-4-yl)methyl)-N2-(1-methyl-1H-pyrazol-3-yl)-N1-((R)-1-(2,5-difluorophenyl)propyl)-N2-methyl-4-oxoazetidine-1,2-dicarboxamide